1-tridecanoate C(CCCCCCCCCCCC)(=O)[O-]